C(C)[C@@H]1C(N(C(N1)=O)C=1C=NC(=CC1)OC1=CC=CC2=C1C(=NO2)C(C)C)=O (5R)-5-ethyl-3-(6-{[3-(1-methylethyl)-1,2-benzisoxazol-4-yl]oxy}-3-pyridinyl)-2,4-imidazolidinedione